C(=O)O.F[C@H]1C(NCC[C@H]1N1CCC2=C1N=NC(=C2)C2=CC1=C(N=C(S1)C)C=C2O)(C)C 6-{7-[(3r,4r)-3-fluoro-2,2-dimethylpiperidin-4-yl]-6,7-dihydro-5H-pyrrolo[2,3-c]pyridazin-3-yl}-2-methyl-1,3-benzothiazol-5-ol formate salt